C(C)OC(=O)C=1C(C=C2N(C(CC3=CC(=C(C=C23)OC)C2=CC(=CC=C2)OC)C(C)(C)C)C1)=O 6-tert-butyl-10-methoxy-9-(3-methoxyphenyl)-2-oxo-6,7-dihydro-2H-pyrido[2,1-a]isoquinoline-3-carboxylic acid ethyl ester